COCN1CCNCCN(CCCNCC(N(CCCC1)C)C)C (methoxymethyl)-7,13,14-trimethyl-1,4,7,11,14-pentaazacyclooctadecane